1-(4-(piperazin-1-yl)phenyl)dihydropyrimidine-2,4(1h,3h)-dione N1(CCNCC1)C1=CC=C(C=C1)N1C(NC(CC1)=O)=O